N-{p-[4-(4,4-difluoro-1-piperidyl)-1-{[2-(trimethylsilyl)ethoxy]methyl}-1H-1,5,7-triazainden-2-yl]phenyl}-4-bromo-2-pyridinecarboxamide FC1(CCN(CC1)C1=C2C=C(N(C2=NC=N1)COCC[Si](C)(C)C)C1=CC=C(C=C1)NC(=O)C1=NC=CC(=C1)Br)F